O=C1NC(CCC1C=1C=CC(=NC1)N1CCC(CC1)C(=O)OC(C)(C)C)=O tert-butyl 1-(5-(2,6-dioxopiperidin-3-yl)pyridin-2-yl)piperidine-4-carboxylate